(R)-5-chloro-2-(6-((1-methylpiperidin-3-yl)amino)pyridazin-3-yl)-3-(trifluoromethyl)phenol ClC=1C=C(C(=C(C1)O)C=1N=NC(=CC1)N[C@H]1CN(CCC1)C)C(F)(F)F